1-({2-[(4-bromo-2-fluorophenyl)amino]-3,4-difluorophenyl}carbonyl)-3-piperidin-2-ylazetidin-3-ol acetate salt C(C)(=O)O.BrC1=CC(=C(C=C1)NC1=C(C=CC(=C1F)F)C(=O)N1CC(C1)(O)C1NCCCC1)F